IC1=C(C=CC=C1)C(C=O)=O 2-(2-iodophenyl)-2-oxoacetaldehyde